BrC1=CC=C2C(=C[N+](=CC2=C1)[O-])OC 7-bromo-4-methoxyisoquinoline-N-oxide